CC1(C=C(C=C1)C)[Ir]C1(C=C(C=C1)C)C bis(1,3-dimethylcyclopentadienyl)iridium